IC=1N=NC(=CN1)N(C1CC2CCC(C1)N2C(=O)OC(C)(C)C)C tert-butyl (exo)-3-[(3-iodo-1,2,4-triazin-6-yl)(methyl)amino]-8-azabicyclo[3.2.1]octane-8-carboxylate